CN1N=CC=C1C(=O)N[C@H](C(NC1=CC=C(C=C1)C1=C(C=NC=C1)C(F)(F)F)=O)C(C1=CC=CC=C1)C1=CC=CC=C1 (S)-1-methyl-N-(1-oxo-3,3-diphenyl-1-((4-(3-(trifluoromethyl)pyridin-4-yl)phenyl)amino)propan-2-yl)-1H-pyrazole-5-carboxamide